4-(2,6-dimethoxyphenyl)-5-(3-hydroxy-3-methylbutoxy)-6-oxopyran-2-carboxylic acid COC1=C(C(=CC=C1)OC)C=1C=C(OC(C1OCCC(C)(C)O)=O)C(=O)O